FCCCN1C[C@H](CC1)OC1=CC=C(C=C1)B1OC(C(O1)(C)C)(C)C (3S)-1-(3-fluoropropyl)-3-[4-(4,4,5,5-tetramethyl-1,3,2-dioxaborolan-2-yl)phenoxy]pyrrolidine